trans-3-[3-(3-chlorophenoxy)cyclobutyl]-5-[(7-methyl-6-oxo-purin-1-yl)methyl]-1,3,4-oxadiazol-2-one ClC=1C=C(O[C@@H]2C[C@H](C2)N2C(OC(=N2)CN2C=NC=3N=CN(C3C2=O)C)=O)C=CC1